COC(=O)C1(CC(C1)OC)C1=C(C=NC2=CC(=C(C=C12)Br)F)[N+](=O)[O-] 1-(6-bromo-7-fluoro-3-nitroquinolin-4-yl)-3-methoxycyclobutane-1-carboxylic acid methyl ester